ClC1=C(C=CC=C1)NS(=O)(=O)C=1C=C(C=CC1)NC(C1=CC=NC=C1)=O N-(3-(N-(2-chlorophenyl)sulfamoyl)phenyl)isonicotinamide